N-[2-Dimethylamino-6-(4-fluoro-benzylamino)-pyridin-3-yl]-2-(3-fluoro-4-trifluoromethyl-phenyl)-acetamide CN(C1=NC(=CC=C1NC(CC1=CC(=C(C=C1)C(F)(F)F)F)=O)NCC1=CC=C(C=C1)F)C